N-(4-([1,2,4]triazolo[1,5-a]pyridin-7-yloxy)-3-methylphenyl)-5-fluoro-6-(piperazin-1-yl)quinazolin-4-amine N=1C=NN2C1C=C(C=C2)OC2=C(C=C(C=C2)NC2=NC=NC1=CC=C(C(=C21)F)N2CCNCC2)C